IC=1N=CN2C1N(C(C1=CC(=CC=C21)C)=O)C 3-iodo-4,7-dimethylimidazo[1,5-a]quinazolin-5(4H)-one